methyl methacrylate-(2-ethylhexyl acrylate) C(C)C(CC(C(=O)O)=C)CCCC.C(C(=C)C)(=O)OC